1-(2-aminoethyl)pyrrolidine-3,4-diol NCCN1CC(C(C1)O)O